2-[[7-amino-4-(3,7-dimethyl-1H-indazol-5-yl)-1-oxo-isoindolin-2-yl]methyl]prop-2-enamide NC=1C=CC(=C2CN(C(C12)=O)CC(C(=O)N)=C)C=1C=C2C(=NNC2=C(C1)C)C